8-(hydroxyamino)-N-methyl-N-phenyl-[1,2,4]triazolo[4,3-a]quinazolin-5-amine ONC1=CC=C2C(=NC=3N(C2=C1)C=NN3)N(C3=CC=CC=C3)C